6-[3-(3-methoxy-pyridin-4-yl)-propoxy]-2-thieno[2,3-c]pyridin-5-yl-3H-quinazolin-4-one hydrochloride Cl.COC=1C=NC=CC1CCCOC=1C=C2C(NC(=NC2=CC1)C=1C=C2C(=CN1)SC=C2)=O